CC1=C(N=C(O1)C1=CC=C(C=C1)C)C(C)O (5-methyl-2-p-tolyloxazol-4-yl)ethanol